methyl 4-amino-1-(4-(difluoromethyl)-2,6-dimethylphenyl)-6-oxo-1,6-dihydropyrimidine-5-carboxylate NC=1N=CN(C(C1C(=O)OC)=O)C1=C(C=C(C=C1C)C(F)F)C